1-{4-[(2S)-2,3-dihydro-1,4-benzodioxin-2-yl]benzyl}-4-methylpiperidin-4-carboxylic acid O1[C@H](COC2=C1C=CC=C2)C2=CC=C(CN1CCC(CC1)(C(=O)O)C)C=C2